N4,N4'-bis(dibenzo[b,d]thiophen-4-yl)-N4,N4'-diphenylbiphenyl-4,4'-diamine C1=CC=C(C=2SC3=C(C21)C=CC=C3)N(C3=CC=C(C=C3)C3=CC=C(C=C3)N(C3=CC=CC=C3)C3=CC=CC2=C3SC3=C2C=CC=C3)C3=CC=CC=C3